O1CCN(CC1)C1=CC=C(C=C1)C=1OC2=C(C1)C=CC(=C2)C=O 2-(4-morpholinophenyl)benzofuran-6-carbaldehyde